4-Amino-3-[6-(5-fluoro-2-methylphenyl)pyridin-3-ylazo]naphthalin NC1=C(C=CC2=CC=CC=C12)N=NC=1C=NC(=CC1)C1=C(C=CC(=C1)F)C